triphenylcarbenium tetra(pentafluorophenyl)borate FC1=C(C(=C(C(=C1[B-](C1=C(C(=C(C(=C1F)F)F)F)F)(C1=C(C(=C(C(=C1F)F)F)F)F)C1=C(C(=C(C(=C1F)F)F)F)F)F)F)F)F.C1(=CC=CC=C1)[C+](C1=CC=CC=C1)C1=CC=CC=C1